[Dimethylamino(triazolo[4,5-b]pyridin-3-yloxy)methylene]-dimethyl-ammonium CN(C)C(ON1N=NC=2C1=NC=CC2)=[N+](C)C